N-[7-(tributylstannyl)-2,6-naphthyridin-3-yl]cyclopropanecarboxamide C(CCC)[Sn](C1=NC=C2C=C(N=CC2=C1)NC(=O)C1CC1)(CCCC)CCCC